O=C1CC(OC1)C(=O)OCC ethyl 4-oxooxolane-2-carboxylate